NC1=NC=NN2C1=CC=C2[C@H]2[C@@H]([C@@H]([C@@](O2)(C#N)COP(=O)(OC2=CC=CC=C2)N[C@H](C(=O)O[C@H]2CN(CC2)C(C)=O)C)O)O (2S)-(R)-1-acetylpyrrolidin-3-yl 2-(((((2R,3S,4R,5S)-5-(4-aminopyrrolo[2,1-f][1,2,4]triazin-7-yl)-2-cyano-3,4-dihydroxytetrahydrofuran-2-yl)methoxy)(phenoxy)phosphoryl)amino)propanoate